1-(2-benzyloxy-4-bromo-5-fluoro-phenyl)-2,2,2-trifluoro-ethanone C(C1=CC=CC=C1)OC1=C(C=C(C(=C1)Br)F)C(C(F)(F)F)=O